(1-methylpyrazol-4-yl)-4-oxo-chromene-3-carbonitrile CN1N=CC(=C1)C=1OC2=CC=CC=C2C(C1C#N)=O